N-(1-methylsulfonylpiperidin-4-yl)-4-(2-methyl-1,3-thiazol-5-yl)-5-(trifluoromethyl)pyrimidin-2-amine CS(=O)(=O)N1CCC(CC1)NC1=NC=C(C(=N1)C1=CN=C(S1)C)C(F)(F)F